N-Pentyl-N-nonylaniline C(CCCC)N(C1=CC=CC=C1)CCCCCCCCC